FC1C2(N(C3=CC=CC=C3C1=O)CCOC)CCNCC2 fluoro-1'-(2-methoxyethyl)-1'h-spiro[piperidin-4,2'-quinolin]-4'(3'h)-one